O=C1NC(CCC1N1C(N(C2=C1C=CC(=C2)[C@H]2[C@@H](CN(CC2)CC(=O)NC2=CC1=CC(=C(C(=C1C=C2)F)N2S(NC(C2)=O)(=O)=O)O)F)C)=O)=O 2-[(3S,4S)-4-[1-(2,6-dioxo-3-piperidyl)-3-methyl-2-oxo-benzimidazol-5-yl]-3-fluoro-1-piperidyl]-N-[5-fluoro-7-hydroxy-6-(1,1,4-trioxo-1,2,5-thiadiazolidin-2-yl)-2-naphthyl]acetamide